C(C)(C)C1=C(OC=2C(=NC(=NC2)N)N)C(=CC(=C1)OC)C 5-(2-Isopropyl-4-methoxy-6-methyl-phenoxy)-pyrimidine-2,4-diamine